C(C)(C)(C)OC(NCC1=CC(=C(C=C1)C)C(NC(C)C1=CC(=NC2=CC=CC=C12)N1C(CCC1)=O)=O)=O tert-butyl(4-methyl-3-((1-(2-(2-oxopyrrolidin-1-yl)quinolin-4-yl)ethyl)carbamoyl)benzyl)carbamate